BrC=1C=C2C(=NN(C(C2=CC1)=O)CC(=O)OC)CCO methyl 2-(6-bromo-4-(2-hydroxyethyl)-1-oxophthalazin-2(1H)-yl)acetate